O[C@H]1C[C@H](CC1)C=1C=C(N(N1)C(C)(C)C)NC=1C=CC2=C(C(CS2(=O)=O)(C)C)C1 5-({5-[(1S,3R)-3-hydroxycyclopentyl]-2-(2-methylpropan-2-yl)pyrazol-3-yl}amino)-3,3-dimethyl-2,3-dihydro-1λ6-benzothien-1,1-dione